Cyclopropyl-6-(1-(3-methoxybenzamido)ethyl)-3,4-dihydro-1,5-naphthyridin-1(2H)-carboxylat C1(CC1)OC(=O)N1CCCC2=NC(=CC=C12)C(C)NC(C1=CC(=CC=C1)OC)=O